NC=1C(NC2=CC(=CN=C2C1C1=C2C=NNC2=CC=C1F)Cl)=O 3-Amino-7-chloro-4-(5-fluoro-1H-indazol-4-yl)-1H-1,5-naphthyridin-2-one